C1(CCCC1)NC1=CC=C(C=C1)[C@H]1[C@H](C[C@@H]2[C@H](N1C(C1=C(C=CC=C1C)F)=O)CCC2)C(=O)NC=2C=NN(C2)C (2R,3S,4aR,7aR)-2-(4-(cyclopentylamino)phenyl)-1-(2-fluoro-6-methylbenzoyl)-N-(1-methyl-1H-pyrazol-4-yl)octahydro-1H-cyclopenta[b]pyridine-3-carboxamide